C1(CCCC1)C(=O)[O-].[Cs+] cesium cyclopentanecarboxylate